NC1=NC(=C(C=N1)C#N)NC(C)C1=C(N(C2=C(C=CC=C2C1=O)F)C)C1=CC=CC=C1 amino-5-cyano-6-((1-(8-fluoro-1-methyl-4-oxo-2-phenyl-1,4-dihydroquinolin-3-yl)ethyl)amino)pyrimidine